S1C(=NC=C1)C1CC=NN1C=O (5-(thiazol-2-yl)-4,5-dihydro-1H-pyrazol-1-yl)methanone